CC1=CC=C(C=C1)S(=O)(=O)OCC[C@@H](COC)OS(=O)(=O)C1=CC=C(C=C1)C (3S)-4-methoxybutane-1,3-diyl bis(4-methylbenzene-1-sulfonate)